BrC1=CN=C(S1)C1(COC1)O 3-(5-bromothiazol-2-yl)oxetan-3-ol